NCNC(C[Si](OCCC)(OCCC)OCCC)C N-aminomethyl-beta-aminopropyl-tripropoxysilane